CC([C@@H](C(=O)N1CC2(CC2)C[C@H]1C(=O)N[C@@H](C[C@H]1C(NCC1)=O)C(COC(F)(F)F)=O)NC(C(F)(F)F)=O)(C)C (S)-5-((S)-3,3-dimethyl-2-(2,2,2-trifluoroacetamido)-butanoyl)-N-((S)-3-oxo-1-((S)-2-oxopyrrolidin-3-yl)-4-(trifluoromethoxy)butan-2-yl)-5-azaspiro[2.4]heptane-6-carboxamide